3H-isoindole-2-carboxylate C1N(CC2=CC=CC=C12)C(=O)[O-]